7-methoxy-3-bromo-carbazole COC1=CC=C2C=3C=C(C=CC3NC2=C1)Br